(S)-1-(2-((S)-3-(2-(benzo[d]oxazol-2-yl)phenoxy)pyrrolidin-1-yl)acetyl)pyrrolidine-2-carbonitrile O1C(=NC2=C1C=CC=C2)C2=C(O[C@@H]1CN(CC1)CC(=O)N1[C@@H](CCC1)C#N)C=CC=C2